2-([1,1'-biphenyl]-4-yl)-6-chloroquinoxaline C1(=CC=C(C=C1)C1=NC2=CC=C(C=C2N=C1)Cl)C1=CC=CC=C1